1-{[6-(2-fluoropropoxy)naphthalen-2-yl]methyl}guanidine, trifluoroacetic acid salt FC(C(=O)O)(F)F.FC(COC=1C=C2C=CC(=CC2=CC1)CNC(=N)N)C